(S)-(1-(7-(3-(trifluoromethoxy)benzyl)-2-((1-(3,4,5-trimethoxyphenyl)-1H-imidazol-4-yl)amino)-5,6,7,8-tetrahydropyrido[3,4-d]pyrimidin-4-yl)pyrrolidin-2-yl)methanol FC(OC=1C=C(CN2CC=3N=C(N=C(C3CC2)N2[C@@H](CCC2)CO)NC=2N=CN(C2)C2=CC(=C(C(=C2)OC)OC)OC)C=CC1)(F)F